4-(4-Amino-4-methylpiperidin-1-yl)-6-(1-methyl-1H-pyrazol-4-yl)pyrazolo[1,5-a]pyridine NC1(CCN(CC1)C=1C=2N(C=C(C1)C=1C=NN(C1)C)N=CC2)C